FC(C1=CC=CC(=N1)S(=O)(=O)C1=CC=C(C=C1)CNC(=O)C=1C=C2C(=NC1)NN=C2)(F)F N-({4-[6-(trifluoromethyl)pyridine-2-sulfonyl]phenyl}methyl)-1H-pyrazolo[3,4-b]pyridine-5-carboxamide